3-amino-1-((1R,3R,5S)-3-((6-(2-hydroxy-4-(1H-pyrazol-4-yl)phenyl)pyridazin-3-yl)(methyl)amino)-8-azabicyclo[3.2.1]octan-8-yl)propan-1-one NCCC(=O)N1[C@H]2CC(C[C@@H]1CC2)N(C)C=2N=NC(=CC2)C2=C(C=C(C=C2)C=2C=NNC2)O